5-bromo-1,2,3,4-tetrahydroquinoline hydrochloride Cl.BrC1=C2CCCNC2=CC=C1